CN(CCN(C1=C(C=C(C(=C1)OC)NC1=NC=NC(=N1)NC=1C=NC(=CC1C(C)(C)O)C)NC(C=C)=O)C)C N-(2-((2-(dimethylamino)ethyl)(methyl)amino)-5-(4-(4-(2-hydroxypropan-2-yl)-6-methylpyridin-3-ylamino)-1,3,5-triazin-2-ylamino)-4-methoxyphenyl)acrylamide